The molecule is an organoiodine compound that is 2,4,6-triiodobenzoic acid substituted by an acetylamino group at position 3 and a (2-hydroxyethyl)carbamoyl group at position 5. It is used as a contrast medium. It has a role as a xenobiotic, an environmental contaminant and a radioopaque medium. It is a dicarboxylic acid monoamide, a member of acetamides, an organoiodine compound and a member of benzoic acids. CC(=O)NC1=C(C(=C(C(=C1I)C(=O)O)I)C(=O)NCCO)I